N4-Cyclopentyl-5-{2-[(2,4-difluorophenyl)sulfonyl]vinyl}-N2-[4-(4-methylpiperazin-1-yl)phenyl]pyrimidin-2,4-diamin C1(CCCC1)NC1=NC(=NC=C1C=CS(=O)(=O)C1=C(C=C(C=C1)F)F)NC1=CC=C(C=C1)N1CCN(CC1)C